C1N(CC12CCNCC2)C=2SC1=C(N=NC(=C1)C1=C(C=C(C=C1)C=1C(=NNC1)F)O)N2 2-[6-(2,7-diazaspiro[3.5]non-2-yl)[1,3]thiazolo[4,5-c]pyridazin-3-yl]-5-(3-fluoro-1H-pyrazol-4-yl)phenol